C(C)OC1=CC=C(C=C1)C1=CC=CC(=N1)C(=O)N/N=C/C1=C(C=CC=C1)OC (E)-6-(4-ethoxyphenyl)-N'-(2-methoxybenzylidene)picolinohydrazide